peroxyethanoic acid C(C)(=O)OO